ClC=1C=C(C=CC1F)C(=O)N1CC2=C(CC1)SC(=C2)C2=NOC(=N2)C(F)(F)F (3-chloro-4-fluorophenyl)(2-(5-(trifluoromethyl)-1,2,4-oxadiazol-3-yl)-6,7-dihydrothieno[3,2-c]pyridin-5(4H)-yl)methanone